acetamido-ethane-1,1-disulfonic acid C(C)(=O)NC(C)(S(=O)(=O)O)S(=O)(=O)O